C(\C=C/C(=O)O)(=O)SCCNC(CCNC([C@@H](C(COP(OP(OC[C@@H]1[C@H]([C@H]([C@@H](O1)N1C=NC=2C(N)=NC=NC12)O)OP(=O)(O)O)(=O)O)(=O)O)(C)C)O)=O)=O maleyl-CoA